C12N(CC2C=C1)C(=O)OCC1=CC=CC=C1 benzyl 2-azabicyclo[2.2.0]hex-5-ene-2-carboxylate